O=C1NC(CCC1N1C(C2=CC=CC(=C2C1=O)NCC=1C=NN(C1)C1CC(N(CC1)C(=O)OC(C)(C)C)(C)C)=O)=O tert-Butyl 4-(4-(((2-(2,6-dioxopiperidin-3-yl)-1,3-dioxoisoindolin-4-yl)amino)methyl)-1H-pyrazol-1-yl)-2,2-dimethylpiperidine-1-carboxylate